tetramethyl-bibenzyl CC(C(C1=CC=CC=C1)(C)C)(C1=CC=CC=C1)C